FC1=CC=C(C=C1)C1(CCC1)N1CCNCC1 4-[1-(4-Fluorophenyl)cyclobutyl]piperazine